tert-butyl N-[[4-[2-(2-amino-3-pyridyl)-5-(3-pyridyl)imidazo[4,5-b]pyridin-3-yl]phenyl]methyl]carbamate NC1=NC=CC=C1C1=NC=2C(=NC(=CC2)C=2C=NC=CC2)N1C1=CC=C(C=C1)CNC(OC(C)(C)C)=O